(E)-3-[4-[(2S)-3-Chloro-2-hydroxypropoxy]phenyl]-1-phenylprop-2-en-1-one ClC[C@H](COC1=CC=C(C=C1)/C=C/C(=O)C1=CC=CC=C1)O